FC1=C(NC=2C(=NC(=C(N2)NC)C=2C3=C(C=NC2)N(C=N3)C)C(=O)OC)C=CC(=C1)S(=O)(=O)C Methyl 3-(2-fluoro-4-methylsulfonyl-anilino)-5-(methylamino)-6-(3-methylimidazo[4,5-c]pyridin-7-yl)pyrazine-2-carboxylate